1-(2-aminopyrimidin-5-yl)-3-[1-(7-cyclopropyl-5-fluoro-3-methyl-1-benzofuran-2-yl)-2,2,2-trifluoroethyl]urea NC1=NC=C(C=N1)NC(=O)NC(C(F)(F)F)C=1OC2=C(C1C)C=C(C=C2C2CC2)F